C(C)(C)(C)OC(=O)N1C[C@@H](N(CC1)C1=NC(=NC2=C(C(=C(C=C12)F)C1=NC(=CC(=C1I)C)N(CC1=CC=C(C=C1)OC)CC1=CC=C(C=C1)OC)F)F)C (3S)-4-(7-(6-(bis(4-methoxybenzyl)amino)-3-iodo-4-methylpyridin-2-yl)-2,6,8-trifluoroquinazolin-4-yl)-3-methylpiperazine-1-carboxylic acid tert-butyl ester